2-[2-Chloro-4-fluoro-5-(7-morpholin-4-yl-quinazolin-4-yl)-phenyl]-2-(1-methyl-6-oxo-1,6-dihydro-pyridazin-3-yl)-acetamide ClC1=C(C=C(C(=C1)F)C1=NC=NC2=CC(=CC=C12)N1CCOCC1)C(C(=O)N)C1=NN(C(C=C1)=O)C